C(C)[C@H]1COCCN1C1=NC(=CC(=C1)CS(=O)(=O)N)C1=CC=C2C(=N1)C=C(N2)C (S)-(2-(3-ethylmorpholino)-6-(2-methyl-1H-pyrrolo[3,2-b]pyridin-5-yl)pyridin-4-yl)methanesulfonamide